NC1=C(C=C(CCN2[C@@H](O[C@@H](C2=O)C)C=2C(=NN(C2)C2=CC=C(C=C2)Br)C2=CC=C(C=C2)F)C=C1)Cl (2S,5R)-3-(4-amino-3-chlorophenethyl)-2-(1-(4-bromophenyl)-3-(4-Fluorophenyl)-1H-pyrazol-4-yl)-5-methyloxazolidin-4-one